2-((3,5-dicyano-6-(4-(dimethylamino)piperidin-1-yl)-4-ethylpyridin-2-yl)sulfanyl)-2-phenylacetamide C(#N)C=1C(=NC(=C(C1CC)C#N)N1CCC(CC1)N(C)C)SC(C(=O)N)C1=CC=CC=C1